7-chloro-2-methyl-11,11a-dihydro-1H-pyrazino[1',2':3,4]imidazo[1,2-c]pyrimidine-3,9(2H,4H)-dione ClC=1C=C2N(C(N1)=O)CC1N2CC(N(C1)C)=O